octahydro-2H-pyrido[4,3-b][1,4]oxazine O1C2C(NCC1)CNCC2